CC=1C(=NC(=NC1)NC1=CC=C(C=C1)S(NC1=NOC(=C1)C)(=O)=O)NC=1C=C(C=CC1)S(=O)(=O)N 3-((5-methyl-2-((4-(N-(5-methylisoxazol-3-yl)sulfamoyl)phenyl)amino)pyrimidin-4-yl)amino)benzenesulfonamide